CC(C)(C1=CC(=C(C(=C1)F)O)F)C1=CC(=C(C(=C1)F)O)F 4,4'-(propane-2,2-diyl)bis(2,6-difluorophenol)